The molecule is a deuterated compound that is is an isotopologue of 3-(trimethylsilyl)propane-1-sulfonic acid (DSS) in which the six hydrogen atoms attached to the carbon chain linking the silicon and the sulfur atoms have been replaced by deuterium. It is often used in NMR spectroscopy (often as the corresponding sodium salt) as a calibration standard - it is much more water soluble that tetramethylsilane, so is often used for studies on proteins in water. It is a deuterated compound and a 3-(trimethylsilyl)propane-1-sulfonic acid. [2H]C([2H])(C([2H])([2H])[Si](C)(C)C)C([2H])([2H])S(=O)(=O)O